C(C)(C)(C)N1C[C@@H]([C@@H](CC1)NC1=C2C=C(N(C2=CC=C1)CC(F)(F)F)C#CCNC1=C(C=C(C(=O)O)C=C1)OC)F 4-[3-[4-[[(3S,4R)-1-tert-butyl-3-fluoro-4-piperidyl]amino]-1-(2,2,2-trifluoroethyl)indol-2-yl]prop-2-ynylamino]-3-methoxy-benzoic acid